C(C)(C)(C)OC(=O)N1CCN(CC1)C1=NC=C(C=C1)OC1=NC(=CC(=C1)CO)C1=CC(=CC(=C1)Cl)Cl 4-(5-((6-(3,5-dichlorophenyl)-4-(hydroxymethyl)pyridin-2-yl)oxy)pyridin-2-yl)piperazine-1-carboxylic acid tert-butyl ester